cyclohexoxymethyl-(2-oxocyclohexyl)sulfonium trifluoromethanesulfonate FC(S(=O)(=O)[O-])(F)F.C1(CCCCC1)OC[SH+]C1C(CCCC1)=O